C[Si](CCOC([C@@H](N)CNC(=O)OCC1=CC=CC=C1)=O)(C)C 2-(trimethylsilyl)ethyl-3-{[(benzyloxy)carbonyl]amino}-L-alaninate